tert-butyl (R)-5-(5-(tert-butyl)-1,2,4-oxadiazole-3-carboxamido)-8-(4,4,5,5-tetramethyl-1,3,2-dioxaborolan-2-yl)-1,3,4,5-tetrahydro-2H-benzo[c]azepine-2-carboxylate C(C)(C)(C)C1=NC(=NO1)C(=O)N[C@H]1C2=C(CN(CC1)C(=O)OC(C)(C)C)C=C(C=C2)B2OC(C(O2)(C)C)(C)C